1-(2,5-dimethyl-1H-indol-3-yl)-2,2-difluoroethan-1-ol CC=1NC2=CC=C(C=C2C1C(C(F)F)O)C